3-hydroxyheptanoat OC(CC(=O)[O-])CCCC